(2R,4R)-tert-butyl 2-(2-amino-2-oxoethyl)-4-(methylamino)pyrrolidine-1-carboxylate NC(C[C@@H]1N(C[C@@H](C1)NC)C(=O)OC(C)(C)C)=O